C=C1CCN(CC1)C(=O)C1=CC=C(C=C1)C (4-methylenepiperidin-1-yl)(p-tolyl)methanone